CN(C1=CC=C(C=C1)C=CC=O)C 3-(4-dimethylaminophenyl)-2-propen-1-one